C(#N)N1C[C@]2(CC2C1)NC(=O)C=1SC(=CN1)C=1C=NC=CC1OC1=CC=C(C=C1)F N-((1R)-3-cyano-3-azabicyclo[3.1.0]hexan-1-yl)-5-(4-(4-fluorophenoxy)pyridin-3-yl)thiazole-2-carboxamide